methyl 4-[3-(4-bromo-2-chloro-6-fluorobenzoyl)-2,4-dihydro-1,3-benzoxazin-8-yl]-5-fluoro-2-(3-oxa-8-azabicyclo[3.2.1]octan-8-yl)benzoate BrC1=CC(=C(C(=O)N2COC3=C(C2)C=CC=C3C3=CC(=C(C(=O)OC)C=C3F)N3C2COCC3CC2)C(=C1)F)Cl